2-methoxy-11-[(piperidin-4-yl)amino]-6H,7H,8H,9H,10H-cyclohepta[b]quinoline-3-carbonitrile COC=1C=C2C(=C3C(=NC2=CC1C#N)CCCCC3)NC3CCNCC3